FC1(CCC(CC1)[C@H](NC(=O)C1=CC=NN1CC(F)F)C=1N=C2N(N=C(C=C2)CC2C(NC[C@@H](C2)C(F)(F)F)=O)C1)F N-((1S)-(4,4-difluorocyclohexyl)(6-(((5R)-2-oxo-5-(trifluoromethyl)piperidin-3-yl)methyl)imidazo[1,2-b]pyridazin-2-yl)methyl)-1-(2,2-difluoroethyl)-1H-pyrazole-5-carboxamide